BrC=1SC(=C(N1)C1=C(C=CC=C1)C(F)(F)F)C1=CC(=CC=C1)[C@H]1CC(CC1)OC(F)(F)F 2-bromo-5-(3-((1R)-3-(trifluoromethoxy)cyclopentyl)phenyl)-4-(2-(trifluoromethyl)phenyl)thiazole